N-hydroxy-4,6-dimethyl-7-oxohepta-2,4-dienamide ONC(C=CC(=CC(C=O)C)C)=O